2-{[2-(benzyloxy)ethyl](methyl)amino}-6-[5-(difluoromethyl)-1,3,4-oxadiazol-2-yl]-2,3-dihydro-1H-isoindol-1-one C(C1=CC=CC=C1)OCCN(N1C(C2=CC(=CC=C2C1)C=1OC(=NN1)C(F)F)=O)C